(2,5-dibromo-4-methylthiophene-3-yl)carbamic acid tert-butyl ester C(C)(C)(C)OC(NC1=C(SC(=C1C)Br)Br)=O